N1=C(N=CC=C1)[2H] pyrimidine-2-d